C(CCCCC)C(C(=O)OCCCCCCCCN(CCOC(NCCCN(C)C)=O)CCCCCC(=O)OCC\C=C/CCCCC)CCCCCCCC (Z)-non-3-en-1-yl 11-(8-((2-hexyldecanoyl) oxy) octyl)-2-methyl-7-oxo-8-oxa-2,6,11-triazaheptadecan-17-oate